FC=1C=C(C=CC1)/C=C/C(=O)OC[C@H]1O[C@H]([C@@H]([C@H]([C@@H]1O)O)O)O[C@H]1COC(C1)=O ((2R,3S,4S,5R,6R)-3,4,5-trihydroxy-6-(((R)-5-oxotetrahydrofuran-3-yl)oxy)tetrahydro-2H-pyran-2-yl)methyl (E)-3-(3-fluorophenyl)acrylate